tert-butyl (R)-(1,4,4-trimethylpyrrolidin-3-yl)carbamate CN1C[C@@H](C(C1)(C)C)NC(OC(C)(C)C)=O